(4-(3-hydroxyoxetan-3-yl)phenyl)(4-((6-(trifluoromethyl)-1H-benzo[d]imidazol-2-yl)oxy)piperidin-1-yl)methanone OC1(COC1)C1=CC=C(C=C1)C(=O)N1CCC(CC1)OC1=NC2=C(N1)C=C(C=C2)C(F)(F)F